C1(=CC(=CC(=C1)CNC(C=C)=O)CNC(C=C)=O)CNC(C=C)=O N,N',N''-(Benzene-1,3,5-triyltris(methylene))triacrylamide